CS(=O)C1=NC=2CC3(CCC4=CC=CC=C34)CCC2C(=N1)N1CC2CCC(C1)N2C(=O)OC(C)(C)C tert-butyl 3-(2-methylsulfinylspiro[6,8-dihydro-5H-quinazoline-7,1'-indane]-4-yl)-3,8-diazabicyclo[3.2.1]octane-8-carboxylate